P(=O)(OCCC)([O-])F propyl fluorophosphate